3-(2-methyl-6-((4-(morpholinomethyl)benzyl)oxy)-4-oxoquinazolin-3(4H)-yl)piperidine-2,6-dione CC1=NC2=CC=C(C=C2C(N1C1C(NC(CC1)=O)=O)=O)OCC1=CC=C(C=C1)CN1CCOCC1